2-((2S,4S)-5-chloro-2-(((4-(dimethylcarbamoyl)cyclohexyl)amino)methyl)-6-fluoro-2-phenyl-2,3-dihydrobenzofuran-4-yl)-4-(difluoromethoxy)-3-fluorobenzamide ClC=1C(=CC2=C(C[C@](O2)(C2=CC=CC=C2)CNC2CCC(CC2)C(N(C)C)=O)C1C1=C(C(=O)N)C=CC(=C1F)OC(F)F)F